Cl.FC1=CC(=CC2=C1N=C(S2)N(C2CCNCC2)C)C=2C=C(C=1N(N2)C=C(N1)C)C#N 6-{4-Fluoro-2-[methyl(piperidin-4-yl)amino]-1,3-benzothiazol-6-yl}-2-methylimidazo[1,2-b]pyridazin-8-carbonitril-Hydrochlorid